C(C)(C)(C)OOC(C)(C)C di-tert-butyl peroxid